4-((1-(4-(2-(2-aminopyridin-3-yl)-5-(1-(fluoromethyl)-6-oxo-1,6-dihydropyridin-3-yl)-3H-imidazo[4,5-b]pyridin-3-yl)benzyl)piperidin-4-yl)amino)pyrimidine-2-carbonitrile NC1=NC=CC=C1C1=NC=2C(=NC(=CC2)C2=CN(C(C=C2)=O)CF)N1C1=CC=C(CN2CCC(CC2)NC2=NC(=NC=C2)C#N)C=C1